C(CCCCCCCCCCCCCCCCC)C(=[NH+][O-])CCCCCCCCCCCCCCC n-octadecyl-α-pentadecylnitrone